3-(2-amino-[1,2,4]triazolo[1,5-a]pyridin-7-yl)-2-fluoro-N-(3-(4-fluorophenyl)-2-hydroxy-2-methyl-3-oxopropyl)-6-methylbenzamide NC1=NN2C(C=C(C=C2)C=2C(=C(C(=O)NCC(C(=O)C3=CC=C(C=C3)F)(C)O)C(=CC2)C)F)=N1